2-(1H-pyrrolo[2,3-b]pyridin-5-yloxy)-N-{[3-(tetrahydro-2H-pyran-4-ylmethyl)-3H-[1,2,3]triazolo[4,5-b]pyridin-6-yl]sulfonyl}benzamide N1C=CC=2C1=NC=C(C2)OC2=C(C(=O)NS(=O)(=O)C=1C=C3C(=NC1)N(N=N3)CC3CCOCC3)C=CC=C2